CC(C)(C)NSC1=NC2=CC=CC=C2S1 benzothiazolyl-2-tert-butylsulfenamide